4-cyano-2-methyl-phenyl-boronic acid C(#N)C1=CC(=C(C=C1)B(O)O)C